((2,6-dimethylpyrimidin-4-yl)amino)-N-ethoxy-4-((2-methoxy-3-(1-methyl-1H-1,2,4-triazol-3-yl)phenyl)amino)nicotinamide CC1=NC(=CC(=N1)NC1=C(C(=O)NOCC)C(=CC=N1)NC1=C(C(=CC=C1)C1=NN(C=N1)C)OC)C